[GeH3]C=1C(=C(C=CC1)Cl)Cl (Germanyl)1,2-dichlorobenzene